N-oleyl-palmitic acid amide C(CCCCCCC\C=C/CCCCCCCC)NC(CCCCCCCCCCCCCCC)=O